cinnamaldehyde oxime p-methoxybenzoate COC1=CC=C(C(=O)O)C=C1.C(C=CC1=CC=CC=C1)=NO